(4-(N-(2-chloroethyl)sulfamoyl)phenyl)-1-cyclopropyl-6-fluoro-8-methoxy-4-oxo-1,4-dihydro-quinoline-3-carboxylic acid ClCCNS(=O)(=O)C1=CC=C(C=C1)C=1N(C2=C(C=C(C=C2C(C1C(=O)O)=O)F)OC)C1CC1